[O-]S(=O)(=O)C(F)(F)F.C(C)(C)(C)C1=CC=C(C=C1)[S+](C1=CC=C(C=C1)C(C)(C)C)C1=CC=C(C=C1)C(C)(C)C tri(p-tert-butylphenyl)sulfonium triflate